C(C)N(CCOC=1C=CC2=C(C(C=3N(C4=CC(=CC=C4C3C2=O)[N+](=O)[O-])CCN(CC)CC)(C)C)C1)CC 8-(2-Diethylamino-ethoxy)-5-(2-diethylamino-ethyl)-6,6-dimethyl-3-nitro-5,6-dihydro-benzo[b]carbazol-11-one